NC=1C2=C(N=CN1)N(C(=C2C(=O)OC)C)C2(CC2)C methyl 4-amino-6-methyl-7-(1-methylcyclopropyl)-7H-pyrrolo[2,3-d]pyrimidine-5-carboxylate